OC1=C(C(=O)OCCCC)C=CC(=C1)OC butyl 2-hydroxy-4-methoxybenzoate